chloroformic acid 9-fluorenylmethyl ester C1=CC=CC=2C3=CC=CC=C3C(C12)COC(=O)Cl